N-(4-(5-(difluoromethyl)-1,3,4-oxadiazol-2-yl)-2-fluorobenzyl)-1-imino-N-phenylthiomorpholine-4-carboxamide 1-oxide FC(C1=NN=C(O1)C1=CC(=C(CN(C(=O)N2CCS(CC2)(=N)=O)C2=CC=CC=C2)C=C1)F)F